(3-((tert-butyldimethylsilyl)oxy)phenyl)magnesium iodide [Si](C)(C)(C(C)(C)C)OC=1C=C(C=CC1)[Mg]I